CC1=CC2=CCOC2=C1 2-Methyl-4-oxapentalen